2-(1H-imidazol-1-yl)-N-((1r,4r)-4-(2-methoxy-2-methylpropyloxy)cyclohexyl)-6-methylpyrimidine-4-carboxamide N1(C=NC=C1)C1=NC(=CC(=N1)C(=O)NC1CCC(CC1)OCC(C)(C)OC)C